di-p-toluoyl-sulfimide C1(=CC=C(C=C1)C(=O)S(=N)C(=O)C1=CC=C(C=C1)C)C